((methoxymethoxy)methyl)tetrahydro-2H-pyran COCOCC1OCCCC1